O=C1NC(CCC1N1C(N(C2=C1C=CC(=C2)C2CCN(CC2)C(=O)C=2C=NN(C2)CCN2CCCCC2)C)=O)=O 1-(2-(4-(4-(1-(2,6-dioxopiperidin-3-yl)-3-methyl-2-oxo-2,3-dihydro-1H-benzo[d]imidazol-5-yl)piperidine-1-carbonyl)-1H-pyrazol-1-yl)ethyl)piperidin